1-butyl-1-methylpiperidinium bromide [Br-].C(CCC)[N+]1(CCCCC1)C